[Na+].C(=O)(C=C)NC(C)(C)CS(=O)(=O)[O-] (acryl dimethyl taurate) sodium salt